C1(CC1)N1S(NC=C1)(=O)=O 2-cyclopropyl-1,2,5-thiadiazoline 1,1-dioxide